OC1=CC2=C([Se]C(=C2)C(=O)C2C(C2)C(=O)O)C=C1OC 2-(5-hydroxy-6-methoxybenzo[b]selenophene-2-carbonyl)cyclopropane-1-carboxylic acid